(6-bromo-2-chloro-quinazolin-4-yl)-[1-(3-difluoromethyl-2-fluoro-phenyl)-ethyl]-amine BrC=1C=C2C(=NC(=NC2=CC1)Cl)NC(C)C1=C(C(=CC=C1)C(F)F)F